3,3-dimethyl-heptane CC(CC)(CCCC)C